BrC=1C=C(C=CC1Cl)NN (3-Bromo-4-chlorophenyl)hydrazine